OCCN1CN(CN(C1)CCO)CCO 1,3,5-tri(hydroxyethyl)-hexahydro-s-triazine